4-(2,3-dichloro-6-((2-(trimethylsilyl)ethoxy)methoxy)phenyl)-1-(1-methyl-1H-imidazol-5-yl)pyrrolidine-2-thione ClC1=C(C(=CC=C1Cl)OCOCC[Si](C)(C)C)C1CC(N(C1)C1=CN=CN1C)=S